C(C1=CC=CC=C1)NCCC1=CC=CC=C1 N-benzyl-phenethyl-amine